NC1=NC=C(C(=N1)C(F)F)C1=NC(=NC(=N1)N1[C@H](COCC1)C)N1CCN(CC1)C(COC[C@H]1CN(CCC1)C(C=C)=O)=O 1-((R)-3-((2-(4-(4-(2-amino-4-(difluoromethyl)pyrimidin-5-yl)-6-((S)-3-methylmorpholino)-1,3,5-triazin-2-yl)piperazin-1-yl)-2-oxoethoxy)methyl)piperidin-1-yl)prop-2-en-1-one